NC1=NC=2C=C(C(=CC2C2=C1COC2)C(=O)N2[C@@H](COCC2)C2=CC(=NC=C2)C(F)(F)F)F (4-amino-7-fluoro-1,3-dihydrofuro[3,4-c]quinolin-8-yl)((3R)-3-(2-(trifluoromethyl)-4-pyridinyl)-4-morpholinyl)methanone